2-(2-(2-isopropylphenyl)-4-(4-(methylsulfonyl)benzyl)piperazin-1-yl)-azaspiro[3.5]nonane C(C)(C)C1=C(C=CC=C1)C1N(CCN(C1)CC1=CC=C(C=C1)S(=O)(=O)C)C1NC2(C1)CCCCC2